ClC=1C(=C(C(=CC1N1CC2(CCC2CN(C)C)CC1)F)S(=O)(=O)N(C1=NC(=CC=C1)F)CC1=C(C=C(C=C1)OC)OC)F 3-chloro-N-(2,4-dimethoxybenzyl)-4-(1-((dimethylamino)methyl)-6-azaspiro[3.4]octan-6-yl)-2,6-difluoro-N-(6-fluoropyridin-2-yl)benzenesulfonamide